bis-(3-dimethylaminopropyl)-dimethoxysilane CN(CCC[Si](OC)(OC)CCCN(C)C)C